C(N)(=O)C1=CC=C2C(=CC=NC2=C1)OC1=CC=C(C=C1)NC(=O)C1(CC1)C(=O)NC1=CC=C(C=C1)F 1-N-[4-(7-carbamoylquinolin-4-yl)oxyphenyl]-1-N'-(4-fluorophenyl)cyclopropane-1,1-dicarboxamide